C(C=C)(=O)OOF fluorohydroxy acrylate